(imidazo[1,2-a]pyridin-6-yl)propan-2-ol N=1C=CN2C1C=CC(=C2)CC(C)O